5-isobutylbenzo[b]thiophen-2-ylboronic acid C(C(C)C)C1=CC2=C(SC(=C2)B(O)O)C=C1